CC=1C(=NNC1C1=C2C=CC=NC2=CC=C1)C(=O)NC1=CC(=NC=C1)C(F)(F)F 4-methyl-5-(quinolin-5-yl)-N-(2-(trifluoromethyl)pyridin-4-yl)-1H-pyrazole-3-carboxamide